BrC1=CC=C2C=C(C=C(C2=C1)O)O 7-bromonaphthalene-1,3-diol